palladium diamino dinitrite N(=O)ON.N(=O)ON.[Pd]